N-(5-((4-(5-bromo-3,3-dimethyl-2,3-dihydro-1H-pyrrolo[3,2-b]pyridin-1-yl)pyrimidine-2-yl)amino)-2-((2-(dimethylamino)ethyl)(methyl)amino)-4-methoxyphenyl)acrylamide BrC1=CC=C2C(=N1)C(CN2C2=NC(=NC=C2)NC=2C(=CC(=C(C2)NC(C=C)=O)N(C)CCN(C)C)OC)(C)C